COC=1C=C(CC2=NC(C3=NC=NC3=N2)=O)C=CC1OC 2-(3,4-dimethoxybenzyl)-purin-6-one